bis(2,6-dimethylbenzoyl)-2,4,4-trimethylpentylphosphine oxide CC1=C(C(=O)P(CC(CC(C)(C)C)C)(C(C2=C(C=CC=C2C)C)=O)=O)C(=CC=C1)C